(R)-3-methoxymethyl-piperazin-1-yl-pyridin-2-ylamine dihydrochloride Cl.Cl.COC[C@H]1CN(CCN1)NC1=NC=CC=C1